NC(C(C1=CC=CC=C1)(C1=CC=CC=C1)C1=CC=CC=C1)(N)N tris-aminotrityl-methane